C(=C)OCCOCCOCC 2-(2-ethoxyethoxy)ethyl Vinyl Ether